COCCC=1C=CC2=C(N=C(O2)C2CCN(CC2)C2=C(C(N(C3=CC=CC=C23)C)=O)C(=O)N)C1 4-{4-[5-(2-methoxyethyl)-1,3-benzoxazol-2-yl]piperidin-1-yl}-1-methyl-2-oxo-1,2-dihydroquinoline-3-carboxamide